2E,4e-decadienal CCCCC/C=C/C=C/C=O